(1R,2S,5S)-N-[(1S)-1-cyano-2-[(3S)-2-oxopyrrolidin-3-yl]ethyl]-6,6-dimethyl-3-[2-(phenylcarbamoylamino)acetyl]-3-azabicyclo[3.1.0]hexane-2-carboxamide C(#N)[C@H](C[C@H]1C(NCC1)=O)NC(=O)[C@@H]1[C@H]2C([C@H]2CN1C(CNC(NC1=CC=CC=C1)=O)=O)(C)C